5-methyl-4-(piperidin-4-yloxy)thiazole-2-carboxamide CC1=C(N=C(S1)C(=O)N)OC1CCNCC1